(2-(6-bromo-1,3-dioxo-1H-benzo[de]isoquinolin-2(3H)-yl)ethyl)-2-chloroacetamide BrC=1C=CC=2C(N(C(C3=CC=CC1C23)=O)CCC(C(=O)N)Cl)=O